Ethyl 3-((3S,4S)-4-amino-3-methyl-2-oxa-8-azaspiro[4.5]dec-8-yl)-6-(2,3-dichlorophenyl)-5-methylpyrazine-2-carboxylate N[C@@H]1[C@@H](OCC12CCN(CC2)C=2C(=NC(=C(N2)C)C2=C(C(=CC=C2)Cl)Cl)C(=O)OCC)C